NC(CNC(=O)C1=CC=C(C(=N1)C(=O)OC)C=1C(=CC2=C(OCCC3=C2SC=C3)C1)C(NC1=C(C=C(C=C1C)CN)C)=O)=O methyl 6-((2-amino-2-oxoethyl)carbamoyl)-3-(9-((4-(aminomethyl)-2,6-dimethylphenyl)carbamoyl)-4,5-dihydrobenzo[b]thieno[2,3-d]oxepin-8-yl)picolinate